C[C@H]1[C@@H]([C@H]([C@H]([C@@H](O1)O[C@@H]2[C@H]([C@H](O[C@@H]([C@H]2O)CO)OP(=O)(O)OP(=O)(O)OC/C=C(/C)\\CC/C=C(/C)\\CC/C=C(/C)\\CC/C=C(/C)\\CC/C=C(/C)\\CC/C=C(/C)\\CC/C=C(/C)\\CC/C=C(/C)\\CC/C=C(\\C)/CCC=C(C)C)NC(=O)C)O)O)O[C@H]3[C@@H]([C@H]([C@@H](O3)[C@@H](CO)O[C@H]4[C@@H]([C@H]([C@@H](O4)[C@@H](CO[C@H]5[C@@H]([C@H]([C@@H](O5)[C@@H](CO)O[C@H]6[C@@H]([C@H]([C@@H](O6)[C@@H](CO[C@H]7[C@@H]([C@H]([C@@H](O7)[C@@H](CO)O[C@H]8[C@@H]([C@H]([C@@H](O8)[C@@H](CO[C@H]9[C@@H]([C@H]([C@@H](O9)[C@@H](CO)O[C@H]1[C@@H]([C@H]([C@@H](O1)[C@@H](CO[C@H]1[C@@H]([C@H]([C@@H](O1)[C@@H](CO)O[C@H]1[C@@H]([C@H]([C@@H](O1)[C@@H](CO[C@H]1[C@@H]([C@H]([C@@H](O1)[C@@H](CO)O[C@H]1[C@@H]([C@H]([C@@H](O1)[C@@H](CO[C@H]1[C@@H]([C@H]([C@@H](O1)[C@@H](CO)O[C@H]1[C@@H]([C@H]([C@@H](O1)[C@@H](CO[C@H]1[C@@H]([C@H]([C@@H](O1)[C@@H](CO)O[C@H]1[C@@H]([C@H]([C@@H](O1)[C@@H](CO[C@H]1[C@@H]([C@H]([C@@H](O1)[C@@H](CO)O[C@H]1[C@@H]([C@H]([C@@H](O1)[C@@H](CO[C@H]1[C@@H]([C@H]([C@@H](O1)[C@@H](CO)O[C@H]1[C@@H]([C@H]([C@@H](O1)[C@@H](CO[C@H]1[C@@H]([C@H]([C@@H](O1)[C@@H](CO)O[C@H]1[C@@H]([C@H]([C@@H](O1)[C@@H](CO[C@H]1[C@@H]([C@H]([C@@H](O1)[C@@H](CO)O[C@H]1[C@@H]([C@H]([C@@H](O1)[C@@H](CO[C@H]1[C@@H]([C@H]([C@@H](O1)[C@@H](CO)O[C@H]1[C@@H]([C@H]([C@@H](O1)[C@@H](CO[C@H]1[C@@H]([C@H]([C@@H](O1)[C@@H](CO)O[C@H]1[C@@H]([C@H]([C@@H](O1)[C@@H](CO[C@H]1[C@@H]([C@H]([C@@H](O1)[C@@H](CO)O[C@H]1[C@@H]([C@H]([C@@H](O1)[C@@H](CO)O)O)O)O)O)O)O)O)O)O)O)O)O)O)O)O)O)O)O)O)O)O)O)O)O)O)O)O)O)O)O)O)O)O)O)O)O)O)O)O)O)O)O)O)O)O)O)O)O)O)O)O)O)O)O)O)O)O)O)O)O)O)O)O)O)O)O)O)O)O)O)O)O)O)O The molecule is a polyprenyl glycosyl phosphate consisting of the 32-membered glycosyl moiety, [beta-D-Galf-(1->5)-beta-D-Galf-(1->6)]14-beta-D-Galf-(1->5)-beta-D-Galf-(1->4)-alpha-L-Rhap-(1->3)-alpha-D-GlcpNAc attached at the 1-position to trans,octacis-decaprenyl phosphate. It is a polyprenyl glycosyl phosphate and an oligosaccharide derivative. It is a conjugate acid of a [beta-D-Galf-(1->5)-beta-D-Galf-(1->6)]14-beta-D-Galf-(1->5)-beta-D-Galf-(1->4)-alpha-L-Rhap-(1->3)-alpha-D-GlcpNAc-1-diphospho-trans,octacis-decaprenol(2-).